C(CCCCCC)(=O)OCC(CCCCCCCC)CCCCCC 2-hexyl-1-decyl heptanoate